(S)-10-((5-Chloro-2-((S)-3-hydroxypiperidin-1-yl)pyrimidin-4-yl)amino)-2-cyclopropyl-3,3-difluoro-7-methyl-1,2,3,4-tetrahydro-[1,4]oxazepino[2,3-c]chinolin-6(7H)-on ClC=1C(=NC(=NC1)N1C[C@H](CCC1)O)NC1=CC=2C3=C(C(N(C2C=C1)C)=O)OCC([C@@H](N3)C3CC3)(F)F